C(C)(C)(C)OC(=O)N1CC2=CC(=CC(=C2CC1)COC)N1C(C2=C(CC1)C(=NN2C2=CC(=CC=C2)Cl)C(NCC2CC2)=O)=O 7-[1-(3-chlorophenyl)-3-(cyclopropylmethylcarbamoyl)-7-oxo-4,5-dihydropyrazolo[3,4-c]pyridin-6-yl]-5-(methoxymethyl)-3,4-dihydro-1H-isoquinoline-2-carboxylic acid tert-butyl ester